FC(C(=O)O)(F)F.ClC=1C(=NC=CC1SC=1N=CC(=NC1)N1CCC2([C@@H](C=3N(N=CC3)C2)N)CC1)N1N=C(C=C1C)C (S)-1-(5-((3-chloro-2-(3,5-dimethyl-1H-pyrazol-1-yl)pyridin-4-yl)thio)pyrazin-2-yl)-4'H,6'H-spiro[piperidine-4,5'-pyrrolo[1,2-b]pyrazol]-4'-amine (trifluoroacetate)